FC(C1=C(N=NN1C)C(=O)O)F 5-(Difluoromethyl)-1-methyl-triazole-4-carboxylic acid